CN1N=CC(=C1)N1C(C(=NC(=C1)C1=C2C(=CN=C1)NC=C2)N2[C@@H](COCC2)C)=O (R)-1-(1-methyl-1H-pyrazol-4-yl)-3-(3-methylmorpholino)-5-(1H-pyrrolo[2,3-c]pyridin-4-yl)pyrazin-2(1H)-one